N'-(tert-butyldimethylsilyl)-3-(((tertbutyldimethylsilyl)oxy)methyl)benzene-sulfonimidamide [Si](C)(C)(C(C)(C)C)N=S(=O)(N)C1=CC(=CC=C1)CO[Si](C)(C)C(C)(C)C